(2,6-difluoro-3,5-dimethoxyphenyl)prop-2-yn-1-ol FC1=C(C(=C(C=C1OC)OC)F)C(C#C)O